7-[[(4S)-5,7-difluoro-3,4-dihydro-2H-1-benzopyran-4-yl]oxy]-N,N,2-trimethyl-1H-benzimidazole-5-carboxamide FC1=CC(=CC2=C1[C@H](CCO2)OC2=CC(=CC1=C2NC(=N1)C)C(=O)N(C)C)F